CCS(=O)(=O)O 2-EthaneSulfonic acid